(2-(Morpholin-4-yl)-8-[2H-pyrazol-3-yl]-[1,7]naphthyridine-4-yl)phenyl-N-ethoxycarbonyl-S-methylsulphoximide N1(CCOCC1)C1=NC2=C(N=CC=C2C(=C1)CCOC(=O)N=S(=O)(C)C1=CC=CC=C1)C=1NN=CC1